N[C@@H](C)C(=O)N[C@@H](CO)C(=O)N[C@@H]([C@@H](C)CC)C(=O)N1[C@@H](CCC1)C(=O)N[C@@H](CCC(N)=O)C(=O)O L-alanyl-L-serinyl-L-isoleucinyl-L-Prolyl-L-glutamine